CSC1CN(C1)C1=C(C=O)C=CC=C1 2-(3-(methylthio)azetidin-1-yl)benzaldehyde